CC1=NC(=NN1)C1=CC=CC=C1 5-methyl-3-phenyl-1H-1,2,4-triazole